L-alanyl-N5-carbamoyl-N-[4-(2,5-dioxo-2,5-dihydro-1H-pyrrol-1-yl)phenyl]-L-ornithinamid N[C@@H](C)C(=O)N[C@@H](CCCNC(N)=O)C(=O)NC1=CC=C(C=C1)N1C(C=CC1=O)=O